NCC1C2(CCC(C1)C2)CN Bis(aminomethyl)bicyclo[2.2.1]heptan